[Na].N1C=CC2=CC=CC=C12 indole sodium salt